3,4-Difluoro-2-(2-fluoro-4-iodoanilino)-5-[[2-(2-Methoxyethylsulfamoylamino)pyridin-4-yl]methyl]benzamide FC=1C(=C(C(=O)N)C=C(C1F)CC1=CC(=NC=C1)NS(NCCOC)(=O)=O)NC1=C(C=C(C=C1)I)F